(2-chlorophenyl)-N-methylimidazo[1,2-a]pyridin-6-amine ClC1=C(C=CC=C1)C=1N=C2N(C=C(C=C2)NC)C1